tert-butyl 1-(3,5-difluoro-4-(methoxycarbonyl)benzyl)-1H-pyrazole-4-carboxylate FC=1C=C(CN2N=CC(=C2)C(=O)OC(C)(C)C)C=C(C1C(=O)OC)F